OCN(C(C=C)=O)CO N,N-dihydroxymethylacrylamide